C(C1=CC=CC=C1)(C1=CC=CC=C1)N1C(CN(CC1)CC=1C=C2CN(C(C2=CC1F)=O)C1C(NC(CC1)=O)=O)(C)C 3-(5-((4-benzhydryl-3,3-dimethylpiperazin-1-yl)methyl)-6-fluoro-1-oxoisoindolin-2-yl)piperidine-2,6-dione